4-((6-(trifluoromethyl)pyridin-2-yl)oxy)piperidine-1-carboxylic acid tert-butyl ester C(C)(C)(C)OC(=O)N1CCC(CC1)OC1=NC(=CC=C1)C(F)(F)F